6-(6-(((1R,3S,5S)-1,5-dimethyl-8-azabicyclo[3.2.1]octan-3-yl)(methyl)amino)pyridazin-3-yl)-5-hydroxy-N-methylbenzofuran-2-carboxamide C[C@]12CC(C[C@](CC1)(N2)C)N(C2=CC=C(N=N2)C2=CC1=C(C=C(O1)C(=O)NC)C=C2O)C